P(=O)(F)(F)OC(C)COCC#C 3-(propargyloxy)-2-propanol difluorophosphate